NC=1C(=C(C=CC1)C1=NC=CC(=C1Cl)C=1OC2=C(N1)C=C(C=C2C#N)CO)C 2-(2-(3-amino-2-methylphenyl)-3-chloropyridin-4-yl)-5-(hydroxymethyl)benzo[d]oxazole-7-carbonitrile